N-bromosulfimide BrN=[SH2]